C1=CC=C(C=C1)N=NC2=CC=C(C=C2)N=NC3=CC=C(C=C3)O P-[[p-(phenylazo)phenyl]azo]phenol